CC=1NC2=CC=CC=C2C1CC(=O)NC1=CC=C(C=C1)NC1=NC(=NC(=C1)C)N1CCCC1 2-(2-methyl-1H-indol-3-yl)-N-(4-((6-methyl-2-(pyrrolidin-1-yl)pyrimidin-4-yl)amino)phenyl)acetamide